C(C)(C)C(C(=O)OCCC1=CC=C(C=C1)CN1CCOCC1)CCCCCCCCCCCCCCCCCC 2-(4-(morpholinomethyl)phenyl)ethan-1-ol Isopropyl-Arachidate